F[C@@H]1CC2(C[C@@H](CN2C1)F)COC1=NC2=C(C(=C(C=C2C(=N1)N1CC2CCC(C1)N2)Cl)C2=C(C(=CC(=N2)N)C)C(F)(F)F)F 6-(2-{[(2R,6S,7ar)-2,6-difluoro-hexahydro-1H-pyrrolizin-7a-yl]methoxy}-6-chloro-4-{3,8-diazabicyclo[3.2.1]oct-3-yl}-8-fluoroquinazolin-7-yl)-4-methyl-5-(trifluoromethyl)pyridin-2-amine